Methyl 6-amino-1-methyl-1H-benzo[d]imidazole-5-carboxylate NC=1C(=CC2=C(N(C=N2)C)C1)C(=O)OC